cyclohexanehexal C1(C(C(CCC1)(C=O)C=O)(C=O)C=O)(C=O)C=O